C(CCCCCCCCCCC)NC(CCN)=O N-dodecyl-beta-aminopropionamide